FC(C=1C=C(OCCO)C=C(C1)C(F)(F)F)(F)F 2-(3,5-bis(trifluoromethyl)phenoxy)ethan-1-ol